C(CCCCCCCCC)OCC1CO1 Decylglycidylether